bis-octadecylpentaerythritol bisphosphite P(O)(O)O.P(O)(O)O.C(CCCCCCCCCCCCCCCCC)C(O)(C(CO)(CO)CO)CCCCCCCCCCCCCCCCCC